9,10-dihydro-phenanthrene C1=CC=CC=2C3=CC=CC=C3CCC12